O(C=1C=C(C(=O)O)C=CC1)C=1C=C(C(=O)O)C=CC1 3,3'-oxybisbenzoic acid